[Ti+2].C(CCCCCCC\C=C/CCCCCCCC)(=O)[O-].C(CCCCCCC\C=C/CCCCCCCC)(=O)[O-] bis(oleate) titanium